NC1=CC=C(C=C1)C1=NN(C(=C1)NC(C1=CC(=CC=C1)C(C1=CC=CC=C1)=O)=O)C N-(3-(4-aminophenyl)-1-methyl-1H-pyrazol-5-yl)-3-benzoylbenzamide